C(C)(C)N1C=CC2=C1N=CN=C2N 7-isopropyl-7H-pyrrolo[2,3-d]pyrimidin-4-ylamine